N-(but-3-yn-1-yl)methanesulfonamide C(CC#C)NS(=O)(=O)C